2-(3,4-epoxy-cyclohexyl)-ethyl-triethoxysilane C1(CC2C(CC1)O2)CC[Si](OCC)(OCC)OCC